ClC=1C(=NC(=C(C(=O)NC2=CC(=NC=C2)OC)C1)OC1=C(C=C(C=C1)F)OC1CC1)C(F)(F)F 5-chloro-2-(2-cyclopropoxy-4-fluorophenoxy)-N-(2-methoxypyridin-4-yl)-6-(trifluoromethyl)nicotinamide